butyl 3-(6-chloro-8-fluoro-2-(((2R,7aS)-2-fluorotetrahydro-1H-pyrrolizin-7a(5H)-yl)methoxy)-7-(3-hydroxynaphthalen-1-yl)quinazolin-4-yl)-3,8-diazabicyclo[3.2.1]octane-8-carboxylate ClC=1C=C2C(=NC(=NC2=C(C1C1=CC(=CC2=CC=CC=C12)O)F)OC[C@]12CCCN2C[C@@H](C1)F)N1CC2CCC(C1)N2C(=O)OCCCC